ClC1=C(OC2=CC=NC3=CC(=C(C=C23)OC)OCCC(=O)[O-])C=CC=C1NC(=O)C1(CC1)C(NC1=CC=C(C=C1)F)=O.[Na+] Natrium 3-[[4-[2-chloro-[[1-[(4-fluorophenyl)carbamoyl]cyclopropanecarbonyl] amino] phenoxy]-6-methoxy-7-quinolyl]oxy]propionat